2-isopropyl-7-(4-isopropyl-phenyl)naphthalene C(C)(C)C1=CC2=CC(=CC=C2C=C1)C1=CC=C(C=C1)C(C)C